ClC=1C=C(C=CC1)N1C(\C(\CC1=O)=C/C1=C(OC2=CC=C(C(=O)OC(C)C)C=C2)C=CC=C1)=O Isopropyl (Z)-4-(2-((1-(3-chlorophenyl)-2,5-dioxopyrrolidin-3-ylidene)methyl)phenoxy)benzoate